COC=1C=NC=C(C1N)OC 3,5-dimethoxypyridin-4-amine